2-amino-6-chloro-pyrazolo[1,5-a]pyrimidine NC1=NN2C(N=CC(=C2)Cl)=C1